3-(trifluoromethyl)phenyl-trimethylammonium FC(C=1C=C(C=CC1)[N+](C)(C)C)(F)F